ClC1=NC2=CC(=CC=C2C(=C1)C)N 2-chloro-4-methylquinolin-7-amine